(E)-4-(2,6,6-trimethylcyclohexane-2-en-1-yl)but-3-en-2-one Benzyl-3-bromo-2-formyl-6,7-dihydropyrazolo[1,5-a]pyrazine-5(4H)-carboxylate C(C1=CC=CC=C1)OC(=O)N1CC=2N(CC1)N=C(C2Br)C=O.CC=2C(C(CCC2)(C)C)/C=C/C(C)=O